COC=1C=CC2=C(NC(O2)=S)C1 5-methoxy-2(3H)-benzoxazolethione